COC=1C=C([C@H]2OC=3C=C(C=C(C3C([C@@H]2OCC(=O)[O-])=O)O)O)C=CC1O 3'-O-methyltaxifolin-3-O-acetate